C(C)(C)C1=C(NC=2C1=NC(=CC2)OCC2CN(C2)C)C=2C=C(C=1N(C2)N=CN1)OC 6-(3-isopropyl-5-((1-methylazetidin-3-yl)methoxy)-1H-pyrrolo[3,2-b]pyridin-2-yl)-8-methoxy-[1,2,4]triazolo[1,5-a]pyridine